CN(CCOC=1C=CC(=C(C(=O)N[C@H](C)C2=CC(=NC3=CC=CC=C23)C2=CC(=CC=C2)C(=O)N2CCN(CC2)C)C1)C)C (R)-5-(2-(dimethylamino)ethoxy)-2-methyl-N-(1-(2-(3-(4-methylpiperazine-1-carbonyl)phenyl)quinolin-4-yl)ethyl)benzamide